BrC1C(C1)CC(O)C 2-bromo-cyclopropylmethylmethylmethanol